C1(CCCCC1)NC(=O)C=1C=CC=2N(C1)C=C(N2)C(=O)NC[C@@H](CN2CC1=CC=CC=C1CC2)O (S)-N6-cyclohexyl-N2-(3-(3,4-dihydroisoquinolin-2(1H)-yl)-2-hydroxypropyl)imidazo[1,2-a]pyridine-2,6-dicarboxamide